CC=1SC(=C(N1)C=1C=NC=CC1)B1OC(C(O1)(C)C)(C)C 2-methyl-4-(pyridin-3-yl)-5-(4,4,5,5-tetramethyl-1,3,2-dioxaborolan-2-yl)thiazole